Methyl 3-((6-chloro-3-((methyl-d3)carbamoyl)pyridazin-4-yl)amino)-4-methoxy-5-(2-methyl-2H-1,2,3-triazol-4-yl)benzoate ClC1=CC(=C(N=N1)C(NC([2H])([2H])[2H])=O)NC=1C=C(C(=O)OC)C=C(C1OC)C1=NN(N=C1)C